diisopropyl (5'-chloro-2'-hydroxy-[1,1'-biphenyl]-3-yl)phosphonate ClC=1C=CC(=C(C1)C1=CC(=CC=C1)P(OC(C)C)(OC(C)C)=O)O